COC1=CC2=C(C=N1)N(C=N2)C 6-methoxy-3-methyl-3H-imidazo[4,5-c]pyridine